Cl.ClC=1C(=C(C=CC1F)[C@@H](N)[C@H]1[C@@H](C1)C(F)(F)F)F (S)-(3-chloro-2,4-difluorophenyl)-(trans-2-(trifluoromethyl)cyclopropyl)methanamine hydrochloride